4-amino-2,6-dichloro-5-fluoronicotinate hydrochloride Cl.NC1=C(C(=NC(=C1C(=O)O)Cl)Cl)F